(3ar,5s,6R,6ar)-5-((R)-2,2-dimethyl-1,3-dioxol-4-yl)-2,2-dimethyltetrahydrofurano[2,3-d][1,3]dioxol-6-yl acetate C(C)(=O)O[C@@H]1[C@H](O[C@@H]2OC(O[C@@H]21)(C)C)C=2OC(OC2)(C)C